1-(3-(difluoromethoxy)-5-(3,3,3-trifluoro-2-(trifluoromethyl)propyl)pyridin-2-yl)-2-ethyl-1H-imidazole-4-carboxylic acid FC(OC=1C(=NC=C(C1)CC(C(F)(F)F)C(F)(F)F)N1C(=NC(=C1)C(=O)O)CC)F